(3S,4R)-4-(4-amino-3-(4-phenoxyphenyl)-1H-pyrazolo[3,4-d]pyrimidin-1-yl)-3-fluoro-[1,4'-bipiperidine]-1'-carboxylate NC1=C2C(=NC=N1)N(N=C2C2=CC=C(C=C2)OC2=CC=CC=C2)[C@H]2[C@H](CN(CC2)C2CCN(CC2)C(=O)[O-])F